4-[(3-chloro-4-fluorophenyl)amino]-6-{[4-((R)-6-methyl-2-oxo-morpholin-4-yl)-1-oxo-2-buten-1-yl]amino}-7-cyclopropylmethoxy-quinazoline ClC=1C=C(C=CC1F)NC1=NC=NC2=CC(=C(C=C12)NC(C=CCN1CC(O[C@@H](C1)C)=O)=O)OCC1CC1